Methyl 2-(6-bromo-5-chloro-1-oxo-spiro[3H-isoquinoline-4,1'-cyclopropane]-2-yl)acetate BrC=1C(=C2C(=CC1)C(N(CC21CC1)CC(=O)OC)=O)Cl